N-(2-{4-[(sulfamoyl)amino]hexahydropyridin-1-yl}-5-fluorophenyl)-8-(propyloxy)imidazo[3,2-a]pyrazine-6-carboxamide hydrochloride Cl.S(N)(=O)(=O)NC1CCN(CC1)C1=C(C=C(C=C1)F)NC(=O)C=1N=C(C=2N(C1)C=CN2)OCCC